(S)-N-(8-cyano-5-methyl-4-oxo-2,3,4,5-tetrahydrobenzo[b][1,4]oxazepin-3-yl)-1-(3-fluoro-4-methylphenyl)-6-methyl-4-oxo-1,4-dihydropyridazine-3-carboxamide C(#N)C=1C=CC2=C(OC[C@@H](C(N2C)=O)NC(=O)C2=NN(C(=CC2=O)C)C2=CC(=C(C=C2)C)F)C1